ClC=1C(=C(C=CC1F)C(N[S@](=O)C(C)(C)C)C=1C=NC(=CC1)C(F)(F)F)F (R)-N-((3-chloro-2,4-difluorophenyl)(6-(trifluoromethyl)pyridin-3-yl)methyl)-2-methylpropane-2-sulfinamide